C1(CC1)C=1SC(=CN1)C=1C=C(C=CC1)N(C(=O)[C@@H]1CC[C@H](CC1)NC(CSC)=O)C[C@@H]1CC[C@H](CC1)C1=CC(=C(C=C1)OC)C trans-N-(3-(2-Cyclopropylthiazol-5-yl)phenyl)-N-((trans-4-(4-methoxy-3-methylphenyl)cyclohexyl)methyl)-4-(2-(methylthio)acetamido)cyclohexanecarboxamide